C1(=CC=CC=C1)[C@H]1N(OCC1)C(=O)OC(C)(C)C tert-butyl (S)-3-phenylisooxazolidine-2-carboxylate